[O-]O.C1(CCC(CC1)C(C)C)C p-menthan hydroperoxide